NCC(=O)OCO hydroxylmethyl glycinate